N-(2-(4-ethylpiperazin-1-yl)-5-(4-(4-((6-(trifluoromethyl)pyridazin-3-yl)oxy)phenyl)piperidine-1-carbonyl)phenyl)-2-oxo-2-phenylacetamide C(C)N1CCN(CC1)C1=C(C=C(C=C1)C(=O)N1CCC(CC1)C1=CC=C(C=C1)OC=1N=NC(=CC1)C(F)(F)F)NC(C(C1=CC=CC=C1)=O)=O